(S)-2-amino-3-(1H-imidazol-4-yl)-2-methylpropanoic acid N[C@](C(=O)O)(CC=1N=CNC1)C